BrCCCC[Sn](C)(C)C1=CC=CC=C1 (3-bromopropyl)phenyltrimethyltin